C(C)OP(=O)(OCC)CC1(CC=C(C=C1)C1=CC=CC=C1)CP(=O)(OCC)OCC 4,4-bis(diethylphosphonomethyl)Biphenyl